2,2',2''-[3,6,9,15-tetraazabicyclo[9.3.1]pentadeca-1(15),11,13-triene-3,6,9-triyl]triacetic acid C1=2CN(CCN(CCN(CC(=CC=C1)N2)CC(=O)O)CC(=O)O)CC(=O)O